[(2R)-2-acetoxy-2-[(2R,3R,4R,5R)-3,4-diacetoxy-5-[2-(2-methylpropanoylamino)-6-oxo-1H-purin-9-yl]tetrahydrofuran-2-yl]ethyl] acetate C(C)(=O)OC[C@H]([C@H]1O[C@H]([C@@H]([C@@H]1OC(C)=O)OC(C)=O)N1C=2N=C(NC(C2N=C1)=O)NC(C(C)C)=O)OC(C)=O